(S)-6-(((1-cyclopropyl-1H-1,2,3-triazol-4-yl)(quinolin-5-yl)methyl)amino)-4-(neopentylamino)quinoline-3,8-dicarbonitrile C1(CC1)N1N=NC(=C1)[C@H](C1=C2C=CC=NC2=CC=C1)NC=1C=C2C(=C(C=NC2=C(C1)C#N)C#N)NCC(C)(C)C